isopropyl (S)-6-diazo-2-((S)-2-methoxy-2-(1H-pyrrol-3-yl)acetamido)-5-oxohexanoate [N+](=[N-])=CC(CC[C@@H](C(=O)OC(C)C)NC([C@H](C1=CNC=C1)OC)=O)=O